Cl.Cl.N1=C(C=CC=C1)CN1CCC(CC1)OCCN 2-(1-(Pyridin-2-ylmethyl)piperidin-4-yloxy)ethanamine dihydrochloride